COC1=CC=CC(=C1)N=NC2=C(C=C3C=C(C=CC3=C2O)NC(=O)NC4=CC5=CC(=C(C(=C5C=C4)O)N=NC6=CC7=C(C=C6)C=C(C=C7)S(=O)(=O)O)S(=O)(=O)O)S(=O)(=O)O The molecule is a naphthalenesulfonic acid that is the free acid form of the dye benzo scarlet 4BNS. The trisodium salt is a direct cotton dye that is also capable of hydrogen bonding to amyloid and giving a dark enough red colour to be useful in diagnostic histology. It is a naphthalenesulfonic acid, a member of naphthols, a bis(azo) compound, a member of azobenzenes, a member of ureas and an aromatic ether. It is a conjugate acid of a benzo scarlet 4BNS(3-).